NC1=CC(=C2C(=N1)C=C(S2)C2=NC(=CC=C2)C)NCCCO 3-((5-amino-2-(6-methylpyridin-2-yl)thieno[3,2-b]pyridin-7-yl)amino)-1-propanol